(1-chloro-2-methylpropan-2-yl)benzene ClCC(C)(C)C1=CC=CC=C1